C(C)(=O)C=1C(=CC(=NC1)Cl)NCC1CCC(CC1)CNC(OC(C)(C)C)=O tert-butyl (((1r,4r)-4-(((5-acetyl-2-chloropyridin-4-yl)amino)methyl)cyclohexyl)methyl)carbamate